C(C)(C)(C)OC(=O)N1C[C@H](CC1)OC=1C=CC=2N=CN=C(C2N1)NC1=C(C=C(C(=C1)Cl)OC(F)F)F.OC1=C(C=C(C=C1C(C)(C)C)C)N1N=C2C(=N1)C=CC=C2 2-(2-hydroxy-3-t-butyl-5-methylphenyl)benzotriazole tert-Butyl-(3S)-3-[4-[5-chloro-4-(difluoromethoxy)-2-fluoro-anilino]pyrido[3,2-d]pyrimidin-6-yl]oxypyrrolidine-1-carboxylate